CO[C@@H]1C[C@H](N(C1)C(=O)OC(C)(C)C)C(=O)OC 1-(Tert-butyl) 2-methyl (2S,4R)-4-methoxypyrrolidine-1,2-dicarboxylate